tert-Butyl 4-((4-hydroxy-1-(5-methoxy-4-nitro-2-(1-(tetrahydro-2H-pyran-2-yl)-1H-pyrazol-4-yl)phenyl)piperidin-4-yl)methyl)piperazine-1-carboxylate OC1(CCN(CC1)C1=C(C=C(C(=C1)OC)[N+](=O)[O-])C=1C=NN(C1)C1OCCCC1)CN1CCN(CC1)C(=O)OC(C)(C)C